tris(allyloxy)methane C(C=C)OC(OCC=C)OCC=C